S=C1NC=CC(N1)=O 2-thioxo-1H-pyrimidin-4-one